5-(1-(2-cyclohexylethyl)piperidin-3-yl)-2-(3-methoxyphenyl)-2,4-dihydro-3H-1,2,4-triazol-3-one C1(CCCCC1)CCN1CC(CCC1)C=1NC(N(N1)C1=CC(=CC=C1)OC)=O